Benzyl (2S,5S)-2-methyl-5-[[4-[6-(5-methyl-1,2,4-oxadiazol-3-yl)-1H-pyrrolo[2,3-b]pyridin-3-yl]-5-(trifluoromethyl)pyrimidin-2-yl]amino]piperidine-1-carboxylate C[C@@H]1N(C[C@H](CC1)NC1=NC=C(C(=N1)C1=CNC2=NC(=CC=C21)C2=NOC(=N2)C)C(F)(F)F)C(=O)OCC2=CC=CC=C2